NC1=CC(=C(C=C1OC)N1CCC(CC1)N1CCC(CC1)CN1CCC2(CCCN(C2)C=2C=C3C(N(C(C3=CC2)=O)C2C(NC(CC2)=O)=O)=O)CC1)C=1C=NN(C1)C 5-(9-((1'-(4-amino-5-methoxy-2-(1-methyl-1H-pyrazol-4-yl)phenyl)-[1,4'-bipiperidin]-4-yl)methyl)-2,9-diazaspiro[5.5]undec-2-yl)-2-(2,6-dioxopiperidin-3-yl)isoindoline-1,3-dione